N1(CCC1)CCCNC(=S)OC(C(=O)OCCCCCCCC(=O)OC(CCCCCCCC)CCCCCCCC)C(C(=O)OCCCCCCCC(=O)OC(CCCCCCCC)CCCCCCCC)OC(NCCCN1CCC1)=S bis(8-(heptadecan-9-yloxy)-8-oxooctyl) 2,3-bis(((3-(azetidin-1-yl)propyl)-carbamothioyl)oxy)succinate